OC[C@H]1O[C@H]([C@@H]([C@H]([C@@H]1O)O)O)OC1=C(SC=C1)CC1=CC=C(C=C1)OC (2R,3S,4S,5R,6S)-2-(hydroxymethyl)-6-(2-(4-methoxybenzyl)thiophen-3-yloxy)tetrahydro-2H-pyran-3,4,5-triol